2,3-dideuterio-3-[5,7-difluoro-2-(4-fluorophenyl)-1H-indol-3-yl]-N-[(3S,4R)-4-hydroxy-2-oxo-pyrrolidin-3-yl]propanamide [2H]C(C(=O)N[C@@H]1C(NC[C@H]1O)=O)C(C1=C(NC2=C(C=C(C=C12)F)F)C1=CC=C(C=C1)F)[2H]